6-amino-2-(3,5-dichloro-4-((5-(dimethylamino)-6-oxo-1,6-dihydropyridin-3-yl)oxy)phenyl)-1,2,4-triazine-3,5(2h,4h)-dione NC=1C(NC(N(N1)C1=CC(=C(C(=C1)Cl)OC1=CNC(C(=C1)N(C)C)=O)Cl)=O)=O